C1(CC1)C1=C(C=CC(=C1)C1=NOC(=N1)C)C1=CC=C(C=C1)C(=O)O 2'-cyclopropyl-4'-(5-methyl-1,2,4-oxadiazol-3-yl)-[1,1'-biphenyl]-4-carboxylic acid